(4S,5S)-4-hydroxy-5-((R)-5H-imidazo[5,1-a]isoindol-5-yl)-N-methyl-4,5,6,7-tetrahydrobenzo[d]thiazole-2-carboxamide O[C@H]1[C@@H](CCC2=C1N=C(S2)C(=O)NC)[C@H]2N1C(C3=CC=CC=C23)=CN=C1